O1CCCC2=C(C=CC=C12)B1OC(C(O1)(C)C)(C)C 2-(chroman-5-yl)-4,4,5,5-tetramethyl-1,3,2-dioxaborolane